C(N)(=O)OC1[C@@H]2CN(C[C@H]12)C1=NC2=C(C=C(C=C2C(N1C)=O)C)C(C)NC=1C(=NC(=CC1)Cl)C(=O)O 3-((1-(2-((1R,5S,6s)-6-(carbamoyloxy)-3-azabicyclo[3.1.0]hexan-3-yl)-3,6-dimethyl-4-oxo-3,4-dihydroquinazolin-8-yl)ethyl)amino)-6-chloropicolinic acid